NC1CC2=CC=C(C=C2C1)C1=C(N=C(C(=N1)N)C1=C(C(=CC=C1)Cl)Cl)C=1OC=NN1 6-(2-amino-2,3-dihydro-1H-inden-5-yl)-3-(2,3-dichlorophenyl)-5-(1,3,4-oxadiazol-2-yl)pyrazin-2-amine